N-[4-(4-carbamimidoyl-piperazin-1-yl)-3-fluoro-phenyl]-4-(1-carbamimidoyl-1,2,3,6-tetrahydro-pyridin-4-yl)-2-fluoro-benzamide C(N)(=N)N1CCN(CC1)C1=C(C=C(C=C1)NC(C1=C(C=C(C=C1)C=1CCN(CC1)C(N)=N)F)=O)F